BrC1=CN=C(C2=C1N=C(N=C2)SC)N(C(OC(C)(C)C)=O)C tert-butyl (8-bromo-2-(methylthio)pyrido[4,3-d]pyrimidin-5-yl)(methyl)carbamate